NC1=CC(=NC(=N1)Cl)C(=O)[O-] 6-amino-2-chloropyrimidine-4-carboxylate